N1(C=NC=C1)CCCN1C(OC(=C1)C1=C(C=CC=C1)[N+](=O)[O-])C1=CC=C(C=C1)C(F)(F)F N-(3-(1H-imidazol-1-yl)propyl)-5-(2-nitrophenyl)-2-(4-(trifluoromethyl)phenyl)oxazole